1-(2-fluoro-3-methylpyrazolo[1,5-a]pyrimidin-5-yl)ethan-1-ol FC1=NN2C(N=C(C=C2)C(C)O)=C1C